FC=1C=CC=2N(C3=CC=C(C=C3C2C1)F)CC(CN1C(CC(C1)C(C)C)=O)O 1-(3-(3,6-difluoro-9H-carbazol-9-yl)-2-hydroxypropyl)-4-isopropylpyrrolidin-2-one